4-androstene-3,17-dione 3-O-carboxymethyl oxime sodium salt [Na+].C(=O)([O-])CON=C1C=C2CC[C@H]3[C@@H]4CCC([C@@]4(C)CC[C@@H]3[C@]2(CC1)C)=O